N-(5-((5-tert-butyloxazol-2-yl)methylthio)thiazol-2-yl)acetamide C(C)(C)(C)C1=CN=C(O1)CSC1=CN=C(S1)NC(C)=O